C1(=CC=CC=C1)CCC(C(=O)O)(C)C.C(CC1=CC=CC=C1)C(C(=O)O)(C)C.ClC1=CC(=C(C=C1)C1=NOC(=C1[C@@H](O)C=1C=NC=CC1)C1=C(C=C(C=C1)F)F)F (S)-[3-(4-chloro-2-fluorophenyl)-5-(2,4-difluorophenyl)-1,2-oxazol-4-yl](pyridin-3-yl)methanol 2-phenethylisobutyrate (2-phenylethyl-isobutyrate)